C1C=CN2C(C=CC3=C2C1=CC=C3)=O 1H,5H-benzo[ij]quinolizin-5-one